CC1=C(C(=C(C1C)C)C)C 1,2,3,4,5-pentamethylcyclopenta-1,3-diene